methyl 3-((3-butyl-3-ethyl-7-(methylsulfanyl)-1,1-dioxo-5-phenyl-2,3,4,5-tetrahydro-1,5-benzothiazepin-8-yl) oxy)-2-hydroxypropionate C(CCC)C1(CS(C2=C(N(C1)C1=CC=CC=C1)C=C(C(=C2)OCC(C(=O)OC)O)SC)(=O)=O)CC